2-(4-(ethylsulfonyl)phenyl)-N-(6-(2-methyl-2-(pyridin-2-yl)propanoyl)pyridin-3-yl)acetamide C(C)S(=O)(=O)C1=CC=C(C=C1)CC(=O)NC=1C=NC(=CC1)C(C(C)(C1=NC=CC=C1)C)=O